dibenzocyclononan-8-one C1=CC=CC=2CCCC(CC3=C(C21)C=CC=C3)=O